C(C)OC(CCC1(C(N(C(=C1CC)C1=CC=CC=C1)CC1=CC=CC=C1)=O)C)=O 3-(1-benzyl-4-ethyl-3-methyl-2-oxo-5-phenyl-2,3-dihydro-1H-pyrrol-3-yl)propionic acid ethyl ester